N1=C(C=CC2=CC=CC=C12)C1=NNC(N1C1=CC=C(C=C1)C(C)=O)=S 1-(4-(3-(Quinolin-2-yl)-5-thioxo-1,5-dihydro-4H-1,2,4-triazol-4-yl)phenyl)ethan-1-one